(2S,6S)-2-methyl-6-(trifluoromethyl)morpholin C[C@H]1CNC[C@H](O1)C(F)(F)F